C(C)NC(=O)C1CC(CCC1C(C)C)C menthanecarboxylic acid N-ethylamide